1-tert-amyl-2-(2-nitrophenoxy)-4-isopropylbenzene C(C)(C)(CC)C1=C(C=C(C=C1)C(C)C)OC1=C(C=CC=C1)[N+](=O)[O-]